6-bromo-5-fluoro-3-iodopyridin-2-amine BrC1=C(C=C(C(=N1)N)I)F